NC1=C(C2=C(S1)C(=CC=C2C2=C(C=C1C(=NC(=NC1=C2F)OC[C@]21CCCN1C[C@@H](C2)F)N(CCCCC(=O)O)C)Cl)F)C#N 5-((7-(2-amino-3-cyano-7-fluorobenzo[b]thiophen-4-yl)-6-chloro-8-fluoro-2-(((2R,7aS)-2-fluorotetrahydro-1H-pyrrolizin-7a(5H)-yl)methoxy)quinazolin-4-yl)(methyl)amino)pentanoic acid